5-fluoro-1-[[4-fluoro-3-[4-[4-[(2-methyl-3-oxo-1H-pyrazolo[3,4-d]pyrimidin-6-yl)amino]phenyl]piperazine-1-carbonyl]phenyl]methyl]quinazoline-2,4-dione FC1=C2C(NC(N(C2=CC=C1)CC1=CC(=C(C=C1)F)C(=O)N1CCN(CC1)C1=CC=C(C=C1)NC1=NC=C2C(=N1)NN(C2=O)C)=O)=O